tetraphosphorus trisulfide P12P3P1SP(S2)S3